COC([C@@H](N)CN)=O 3-aminoalanine methyl ester